ClC1=C2CN(C(C2=C(C=C1)F)=O)C1C(NC(CC1)=O)=O 3-(4-chloro-7-fluoro-1-oxoisoindolin-2-yl)piperidine-2,6-dione